N-[3-(1,3-dioxan-2-yl)phenyl]-2-methylsulfinyl-5-(trifluoromethyl)pyrimidin-4-amine O1C(OCCC1)C=1C=C(C=CC1)NC1=NC(=NC=C1C(F)(F)F)S(=O)C